BrC=1C2=C(SC1C(F)(F)P(OCC)(OCC)=O)C(=CC(=C2)C(N)=O)OCCCC(F)(F)F diethyl ((3-bromo-5-carbamoyl-7-(4,4,4-trifluorobutoxy)benzo[b]thiophen-2-yl)difluoromethyl)phosphonate